C1(CC1)C1=NC=NC(=C1C=1N=C(C2=C(N1)N(C=C2)C)OCC2=CC=C(C=C2)C=2N(C=C(N2)C(F)(F)F)C)OC 2-(4-cyclopropyl-6-methoxy-pyrimidin-5-yl)-7-methyl-4-[[4-[1-methyl-4-(trifluoromethyl)imidazol-2-yl]phenyl]methoxy]pyrrolo[2,3-d]pyrimidine